N-(2-(Dimethylamino)ethyl)-2-(((8-((4-(trifluoromethyl)phenyl)sulfonamido)quinolin-2-yl)methyl)amino)acetamide di-trifluoroacetate FC(C(=O)O)(F)F.FC(C(=O)O)(F)F.CN(CCNC(CNCC1=NC2=C(C=CC=C2C=C1)NS(=O)(=O)C1=CC=C(C=C1)C(F)(F)F)=O)C